C(#N)[C@H](C[C@@H]1C(NCCC1)=O)NC(=O)[C@@H]1N([C@H]2CC([C@@H]1CC2)(F)F)C([C@@H](C)NC2=C(C=CC(=C2)F)F)=O (1R,3R,4R)-N-[(1S)-1-cyano-2-[(3R)-2-oxo-3-piperidyl]ethyl]-2-[(2R)-2-(2,5-difluoroanilino)propanoyl]-5,5-difluoro-2-azabicyclo[2.2.2]octane-3-carboxamide